3-[3-(5-chloro-6-piperazin-1-yl-3-pyridinyl)-1,2,4-oxadiazol-5-yl]propan-1-amine dihydrochloride Cl.Cl.ClC=1C=C(C=NC1N1CCNCC1)C1=NOC(=N1)CCCN